((1S,4R,6R)-6-((5-bromopyridin-2-yl)oxy)-2-azabicyclo[2.2.2]oct-2-yl)(6-methyl-2-(pyrimidin-2-yl)pyridin-3-yl)methanone BrC=1C=CC(=NC1)O[C@@H]1C[C@@H]2CN([C@H]1CC2)C(=O)C=2C(=NC(=CC2)C)C2=NC=CC=N2